2-(2-(ethoxycarbonyl)-4-(3-fluoro-5-(trifluoromethyl)benzamido)-1H-pyrrol-1-yl)-2-methylpropanoic acid C(C)OC(=O)C=1N(C=C(C1)NC(C1=CC(=CC(=C1)C(F)(F)F)F)=O)C(C(=O)O)(C)C